1-(2-chloro-4-((7-hydroxy-6-methoxyquinazolin-4-yl)oxy)phenyl)-3-(1-isopropyl-1H-pyrazol-4-yl)urea ClC1=C(C=CC(=C1)OC1=NC=NC2=CC(=C(C=C12)OC)O)NC(=O)NC=1C=NN(C1)C(C)C